C(C1=CC=CC=C1)O[C@H]1[C@@H](C(O[C@]1(C=C)COCC1=CC=CC=C1)CC(=O)O)CC(=O)O.NC1=CC=C(C=C1)C=1C2=CC=CC=C2C(=C2C=CC=CC12)C1=CC=C(C=C1)N 9,10-bis-(4-aminophenyl)anthracene (3R,4S,5R)-4-(benzyloxy)-5-((benzyloxy)methyl)-5-vinyltetrahydrofuran-2,3-diyl-diacetate